(S)-tert-butyl 4-(4-((R)-3-(tert-butoxy)-2-hydroxy-3-oxopropoxy)phenyl)-2-((tert-butoxycarbonyl)(2-((tert-butoxycarbonyl)amino)ethyl)amino)-4,5-dihydro-1H-imidazole-1-carboxylate C(C)(C)(C)OC([C@@H](COC1=CC=C(C=C1)[C@@H]1N=C(N(C1)C(=O)OC(C)(C)C)N(CCNC(=O)OC(C)(C)C)C(=O)OC(C)(C)C)O)=O